NC1=C(C=CC=C1)NC(=O)C1=CC=C(CNC(=O)C=2C3=CC=C(C=C3C=3C=C(C(=CC3C2)OC)OC)O)C=C1 N-(4-((2-aminophenyl)carbamoyl)benzyl)-6-hydroxy-2,3-dimethoxyphenanthrene-9-carboxamide